NC=1N=C(SC1C(C1=CC=C(C=C1)OC(F)F)=O)N(C1=CC=C(C=C1)C(F)(F)F)[C@@H](C(=O)N)C (R)-2-[N-[4-amino-5-[4-(difluoromethoxy)benzoyl]thiazol-2-yl]-4-(trifluoromethyl)anilino]propanamide